FC1(CN(CCO1)C=1C=C(C(=C(C1)N1C(N(C(=C1)C)CC=1C=NN(C1)CC)=O)F)C(F)(F)F)F 1-[5-(2,2-difluoromorpholin-4-yl)-2-fluoro-3-(trifluoromethyl)phenyl]-3-[(1-ethyl-1H-pyrazol-4-yl)methyl]-4-methyl-1,3-dihydro-2H-imidazol-2-one